1,1,2,2-tetrakis(mercaptomethylthio)ethane benzyl-((2-(methylamino)pyridin-3-yl)methyl)glycinate C(C1=CC=CC=C1)N(CC(=O)O)CC=1C(=NC=CC1)NC.SCSC(C(SCS)SCS)SCS